C(C1=CC=CC=C1)N1[C@H](CC=C(C1)Br)COC (R)-1-benzyl-5-bromo-2-(methoxymethyl)-1,2,3,6-tetrahydropyridine